pyrazolo[5,1-i]purin-2(3H)-one N1C(NC=2N=CN3C(C12)=CC=N3)=O